[1,4]thiazino[2,3-c]quinolin N1=CCSC=2C=NC=3C=CC=CC3C21